tert-butyl (3s)-4-(8-fluoro-7-(5-methyl-1H-indazol-4-yl)-2-(((S)-1-methylpyrrolidin-2-yl)methoxy)pyrido[4,3-d]pyrimidin-4-yl)-3-methylpiperazine-1-carboxylate FC1=C(N=CC2=C1N=C(N=C2N2[C@H](CN(CC2)C(=O)OC(C)(C)C)C)OC[C@H]2N(CCC2)C)C2=C1C=NNC1=CC=C2C